C1(CC1)C1=NC(=NN1)NC=1SC(=C(N1)C=1C=C(C#N)C=CC1)N1C(=NC=C1)CC 3-{2-[(5-cyclopropyl-1H-1,2,4-triazol-3-yl)amino]-5-(2-ethyl-1H-imidazol-1-yl)-1,3-thiazol-4-yl}benzonitrile